2-fluoro-6-formylpyridin-3-yl methanesulfonate CS(=O)(=O)OC=1C(=NC(=CC1)C=O)F